Thiazol-4-ylmethyl (2-((S)-1-(2,3-difluorobenzyl)-5-oxopyrrolidin-2-yl)acetyl)-L-valinate FC1=C(CN2[C@@H](CCC2=O)CC(=O)N[C@@H](C(C)C)C(=O)OCC=2N=CSC2)C=CC=C1F